N-[3-methyl-4-(4,4,5,5-tetramethyl-1,3,2-dioxaborolan-2-yl)phenyl]prop-2-enamide CC=1C=C(C=CC1B1OC(C(O1)(C)C)(C)C)NC(C=C)=O